ClC=1C=NC(=C(C(=O)NC2CCC(CC2)CN2C(N(C3=C2C=CC=C3)C=3C=NC(=CC3C)F)=O)C1)C 5-chloro-N-((1r,4r)-4-((3-(6-fluoro-4-methylpyridin-3-yl)-2-oxo-2,3-dihydro-1H-benzo[d]imidazol-1-yl)methyl)cyclohexyl)-2-methylnicotinamide